3-fluoro-4-(3-isopropyl-2,5-dioxo-4-(4-(trifluoromethyl)benzyl)piperazin-1-yl)benzonitrile FC=1C=C(C#N)C=CC1N1C(C(N(C(C1)=O)CC1=CC=C(C=C1)C(F)(F)F)C(C)C)=O